FC1=C(C(=CC=C1)F)C(C(=O)NC(C(=O)O)CCN(CCCCC1=NC=2NCCCC2C=C1)CC(CF)OC)C 2-[2-(2,6-difluorophenyl)propanoylamino]-4-[[3-fluoro-2-methoxy-propyl]-[4-(5,6,7,8-tetrahydro-1,8-naphthyridin-2-yl)butyl]amino]butanoic acid